CCCCCCCCCOC1=CC2=C(C=C1)NC=C2CCN The molecule is a tryptamine derivative that consists of serotonin bearing an additional O-nonyl substituent. 5-HT1B selective agonist, several times more potent than sumatriptan and inactive as a 5-HT1A agonist (Ki at 5-HT1B = 1 nM, selectivity over 5-HT1A > 300-fold). It has a role as a serotonergic agonist. It is a member of tryptamines, a primary amino compound and an aromatic ether. It derives from a serotonin. It is a conjugate base of a 5-nonyloxytryptaminium(1+).